NC1CN(C2=CC=CC=C2C1)C1=CC=C(C=C1)C(F)(F)F 3-amino-1-(4-(trifluoromethyl)phenyl)-3,4-dihydroquinolin